C(CCC)C1(OC2=C(C(=N1)C1=CN=C3N1N=CC(=C3)C)C=CC(=C2)C)C 2-butyl-2,7-dimethyl-4-(7-methylimidazo[1,2-b]pyridazin-3-yl)-2H-benzo[e][1,3]oxazine